C(C)OC1=CC=C2C=CC=NC2=C1S(=O)(=O)NC1=C(C=CC=C1)C#CC=1C=CC=NC1 5-{2-[2-(7-Ethoxychinolin-8-sulfonamido)phenyl]ethynyl}pyridin